5-methoxy-1-(2-(1-tetrahydropyrrolyl)propyl)-1H-indole COC=1C=C2C=CN(C2=CC1)CC(C)N1CCCC1